Methyl 6-(2-amino-6-chloro-4-(trifluoromethyl) phenyl)-3-chloropicolinate NC1=C(C(=CC(=C1)C(F)(F)F)Cl)C1=CC=C(C(=N1)C(=O)OC)Cl